N-(1-(2-(7-chloro-1H-indol-3-yl)ethyl)-4-(methoxymethyl)piperidin-4-yl)-N-phenylpropionamide ClC=1C=CC=C2C(=CNC12)CCN1CCC(CC1)(COC)N(C(CC)=O)C1=CC=CC=C1